N1-isopropyl-N2-(2-((2-(piperazin-1-yl)ethyl)amino)ethyl)ethane-1,2-diamine C(C)(C)NCCNCCNCCN1CCNCC1